FC1=C(C=C(C=C1C)C1=C(C=CC=C1C)C)[C@H](CC(=O)O)NC(C(CC(C)C)N1C(C=C(C(=C1)CCN1CC(C1)C)C(F)(F)F)=O)=O (3S)-3-(4-fluoro-2',5,6'-trimethylbiphenyl-3-yl)-3-(4-methyl-2-(5-(2-(3-methylazetidin-1-yl)ethyl)-2-oxo-4-(trifluoromethyl)pyridin-1(2H)-yl)pentanamido)propanoic acid